C(C)(C)(C)NS(=O)(=O)C=1SC=CC1 N-t-butyl-2-thiophenesulfonamide